(Z)-1-(2-(2-(2-butoxyethoxy)ethoxy)-1-phenylvinyl)-4-methoxybenzene C(CCC)OCCOCCO\C=C(\C1=CC=CC=C1)/C1=CC=C(C=C1)OC